FC(C)(F)F 2,2,2-trifluoroethan